5,6-Dichloro-1-(tetrahydro-2H-pyran-2-yl)-1H-indazol-4-ol ClC1=C(C=2C=NN(C2C=C1Cl)C1OCCCC1)O